C(C1=CC=CC=C1)=O.NC1C(=O)NCCCC1 aminocaprolactam compound with benzaldehyde